1-[6,7-Dichloro-9-ethoxy-10-(1H-pyrazol-4-yl)-3,4-dihydro-1H-pyrazino[1,2-a]indol-2-yl]-2-hydroxy-ethanone ClC1=C(C=C(C=2C(=C3N(C12)CCN(C3)C(CO)=O)C=3C=NNC3)OCC)Cl